tert-butyl 4-[7-bromo-8-fluoro-6-iodo-2-[[(2S)-1-methylpyrrolidin-2-yl]methoxy]quinazolin-4-yl]piperazine-1-carboxylate BrC1=C(C=C2C(=NC(=NC2=C1F)OC[C@H]1N(CCC1)C)N1CCN(CC1)C(=O)OC(C)(C)C)I